1-ethoxycarbonylethyl 1,2-ethanedisulfonate C(CS(=O)(=O)[O-])S(=O)(=O)OC(C)C(=O)OCC